O[C@@]1(C(N(CC1)C)=O)C1=NN(C(=C1)C=1C=C(C=CC1)C1=CC=CC(=N1)C(=O)N)C (R)-6-(3-(3-(3-Hydroxy-1-methyl-2-oxopyrrolidin-3-yl)-1-methyl-1H-pyrazol-5-yl)phenyl)picolinamide